2,2-diethylbutyric anhydride C(C)C(C(=O)OC(C(CC)(CC)CC)=O)(CC)CC